POTASSIUM HYdROXYMETHYL-N-METHYL-DITHIOCARBAMATE OCSC(NC)=S.[K]